1,2-dioleylsn-glycerol C(CCCCCCC\C=C/CCCCCCCC)OC[C@@H](OCCCCCCCC\C=C/CCCCCCCC)CO